3-methoxy-4-((5-nitro-1H-indol-3-yl)methyl)benzoyl azide COC=1C=C(C(=O)N=[N+]=[N-])C=CC1CC1=CNC2=CC=C(C=C12)[N+](=O)[O-]